CS(=O)(=O)C1CCN(CC1)CC1=CC=C(C=C1)B1OC(C(O1)(C)C)(C)C 4-(methylsulfonyl)-1-(4-(4,4,5,5-tetramethyl-1,3,2-dioxaborolan-2-yl)benzyl)piperidine